FC1=C(C(=CC=C1)[N+](=O)[O-])CNCC(=O)OC methyl 2-{[(2-fluoro-6-nitrophenyl)methyl]amino}acetate